FC(C1=NC2=CC=C(C=C2C(=C1)CO)C(F)(F)F)(F)F 2,6-bis(trifluoromethyl)-4-hydroxymethylquinoline